(Ra)-6-(1-((S)-1-(4-(6-Ethoxypyridin-2-yl)phenyl)ethyl)-1H-indazol-7-carboxamido)spiro[3.3]heptan C(C)OC1=CC=CC(=N1)C1=CC=C(C=C1)[C@H](C)N1N=CC2=CC=CC(=C12)C(=O)NC1CC2(CCC2)C1